3-bromo-1-(3-chloro-2-pyridinyl)-4,5-dihydro-1H-pyrazole-5-carboxylic acid ethyl ester C(C)OC(=O)C1CC(=NN1C1=NC=CC=C1Cl)Br